2-bromo-3,4,6-trimethyl-benzenediazonium BrC1=C(C(=CC(=C1C)C)C)[N+]#N